phenyl-bis(2,4,6-trimethylbenzoyl)oxygen C1(=CC=CC=C1)C=1C(=C(C(=O)OC(C2=C(C=C(C=C2C)C)C)=O)C(=CC1C)C)C